tert-butyl 3-(fluoromethyl)-4-[[6-[3-(2-methoxy-4-methylsulfonyl-anilino)prop-1-ynyl]-1-(2,2,2-trifluoroethyl)benzimidazole-4-carbonyl]amino]piperidine-1-carboxylate FCC1CN(CCC1NC(=O)C1=CC(=CC=2N(C=NC21)CC(F)(F)F)C#CCNC2=C(C=C(C=C2)S(=O)(=O)C)OC)C(=O)OC(C)(C)C